2-[[4-[5-[2-[2-(2-benzyloxyethoxy)ethoxy]-1,1-difluoro-ethoxy]-1-tetrahydropyran-2-yl-indazol-3-yl]pyrazol-1-yl]methoxy]ethyl-trimethyl-silane C(C1=CC=CC=C1)OCCOCCOCC(OC=1C=C2C(=NN(C2=CC1)C1OCCCC1)C=1C=NN(C1)COCC[Si](C)(C)C)(F)F